BrC=1C=NC(=NC1)N1N=C(N=C1[C@H](C)NC(OC(C)(C)C)=O)C tert-butyl N-[(1S)-1-[2-(5-bromopyrimidin-2-yl)-5-methyl-1,2,4-triazol-3-yl]ethyl]carbamate